(S)-indoline-2-carboxylic acid ethyl ester C(C)OC(=O)[C@H]1NC2=CC=CC=C2C1